2,6-Dibenzyloxy-3-[4-[4-(dimethoxymethyl)-1-piperidyl]-2,6-difluoro-phenyl]pyridine C(C1=CC=CC=C1)OC1=NC(=CC=C1C1=C(C=C(C=C1F)N1CCC(CC1)C(OC)OC)F)OCC1=CC=CC=C1